CC12N(CCC3=CC=CC=C13)C1=C(C(O2)(C)C)C=C2C(=C1)SC(=N2)C2CCC(CC2)CO ((1R,4R)-4-(4b,6,6-trimethyl-4b,6,13,14-tetrahydrothiazolo[4'',5'':4',5']benzo[1',2':4,5][1,3]oxazino[2,3-a]isoquinolin-9-yl)cyclohexyl)methanol